C(C)(C)(C)OC(=O)N1CC([C@H](C1)F)[C@@H]1N=C(C2=CC=CC=C2C1)C1=CC=C(C=C1)F (3R,4R)-1-(tert-butoxycarbonyl)-4-fluoropyrrolidin-3-yl-(S)-1-(4-fluorophenyl)-3,4-dihydroisoquinoline